N=S(=O)(C(C)(C)C1=C2C(=NC(=C1)N1[C@@H](COCC1)C)C(=NO2)C2=CC(=NN2)C)C imino(methyl)(2-(3-(3-methyl-1H-pyrazol-5-yl)-5-((R)-3-methylmorpholino)isoxazolo[4,5-b]pyridin-7-yl)propan-2-yl)-λ6-sulfanone